3-[6-[3-[(4-fluoro-4-piperidyl)methoxy]azetidin-1-yl]pyrimidin-4-yl]-5-(1-methylcyclopropoxy)-2H-indazole FC1(CCNCC1)COC1CN(C1)C1=CC(=NC=N1)C=1NN=C2C=CC(=CC12)OC1(CC1)C